2-bromoAzole-4-carbonitrile BrC=1NC=C(C1)C#N